methyl-2-methyl-4-{[(1R)-1-[2-methyl-3-(trifluoromethyl)phenyl]prop-2-yn-1-yl]amino}-7,8-dihydroquinazolin-7-one CC=1C=2C(=NC(=NC2CC(C1)=O)C)N[C@H](C#C)C1=C(C(=CC=C1)C(F)(F)F)C